N=1C=CN2N=C(C=CC21)C=2C=CN1N=C(N=CC12)NC1CN(C1)C 5-(imidazo[1,2-b]pyridazin-6-yl)-N-(1-methylazetidin-3-yl)pyrrolo[2,1-f][1,2,4]triazin-2-amine